6-methyl-1,3-phenylene bis(4-methylbenzenesulfonate) CC1=CC=C(C=C1)S(=O)(=O)OC1=CC(=CC=C1C)OS(=O)(=O)C1=CC=C(C=C1)C